n-butyl-6-methyl-4-[(1-methylcyclopropyl)amino]furo[2,3-d]pyrimidine-5-carboxamide C(CCC)C=1N=C(C2=C(N1)OC(=C2C(=O)N)C)NC2(CC2)C